BrC1=CC(=C(C(=C1)Cl)C(CCC(=O)OC(C)(C)C)C#N)Cl tert-butyl 4-(4-bromo-2,6-dichlorophenyl)-4-cyanobutanoate